((3-(2-(dimethylamino)ethyl)-4-hydroxy-1H-indol-1-yl)methyl)phosphonic acid CN(CCC1=CN(C2=CC=CC(=C12)O)CP(O)(O)=O)C